CN1N=C(C2=CC=CC(=C12)B1OC(C(O1)(C)C)(C)C)N1C(NC(CC1)=O)=O 1-[1-methyl-7-(4,4,5,5-tetramethyl-1,3,2-dioxaborolan-2-yl)indazol-3-yl]hexahydropyrimidine-2,4-dione